7-(8-methylnaphthalen-1-yl)-2-(methylthio)-3,5,6,7-tetrahydro-4H-pyrano[2,3-d]pyrimidin-4-one CC=1C=CC=C2C=CC=C(C12)C1CCC2=C(N=C(NC2=O)SC)O1